C(CCC)NC=1C2=C(N=C(N1)N)C=NN2CC2=C(C=CC(=C2)CNC2CC21CC1)OC N7-butyl-1-({2-methoxy-5-[({spiro[2.2]pentan-1-yl}amino)methyl]phenyl}methyl)-1H-pyrazolo[4,3-d]pyrimidine-5,7-diamine